(R)-N-methyl-6,6a,7,8,9,10-hexahydro-5H-pyrazino[1,2-a][1,8]naphthyridine-4-carboxamide CNC(=O)C=1C=2CC[C@H]3N(C2N=CC1)CCNC3